NC1CN(C1)C1=NC=C(C=N1)NC1=CC=C(C=C1)C1=CC2=C(N=CN=C2N2CCOCC2)N1 2-(3-aminoazetidin-1-yl)-N-(4-(4-morpholino-7H-pyrrolo[2,3-d]pyrimidin-6-yl)phenyl)pyrimidin-5-amine